C(CCC)OC(=O)C1C2C3C4C=CC(C3C(C1)C2)C4 9-n-butyloxycarbonyl-tetracyclo[6.2.1.13,6.02,7]Dodec-4-ene